tert-butyl 3-[6-methoxy-5-[(5-methyl-3-phenyl-isoxazole-4-carbonyl)amino]-2-pyridyl]-6,7-dihydro-4H-imidazo[4,5-c]pyridine-5-carboxylate COC1=C(C=CC(=N1)N1C=NC2=C1CN(CC2)C(=O)OC(C)(C)C)NC(=O)C=2C(=NOC2C)C2=CC=CC=C2